ClC=1C=C(C=2CCC(C2C1)O)S(=O)(=O)NC1=C(C(=C(C=C1)F)C=1C=C2C=NC(=NC2=CC1)NC1CCN(CC1)CCOC(F)(F)F)F 6-chloro-N-(2,4-difluoro-3-(2-((1-(2-(trifluoromethoxy)ethyl)piperidin-4-yl)amino)quinazolin-6-yl)phenyl)-1-hydroxy-2,3-dihydro-1H-indene-4-sulfonamide